(S)-5-((2-(3-Aminopiperidin-1-yl)-1H-benzo[d]imidazol-1-yl)methyl)picolinonitril N[C@@H]1CN(CCC1)C1=NC2=C(N1CC=1C=CC(=NC1)C#N)C=CC=C2